NC1=CC=C2C(=CC(OC2=C1)=O)C 7-Amino-4-Methylcoumarin